CN1C[C@H]2COC[C@@H](C1)N2 (1R,5S)-7-methyl-3-oxa-7,9-diazabicyclo[3.3.1]nonan